N-(4-fluoro-3-nitrophenyl)-4-(1-methyl-1H-indol-3-yl)pyridine-2-amine FC1=C(C=C(C=C1)NC1=NC=CC(=C1)C1=CN(C2=CC=CC=C12)C)[N+](=O)[O-]